3-((5-((4-(3-((2-((1S)-1-((tetrahydro-2H-pyran-2-yl)oxy)ethyl)-1H-imidazol-1-yl)methyl)isoxazol-5-yl)phenyl)ethynyl)pyridin-2-yl)methyl)-3-azabicyclo[3.1.0]hexane-6-carbonitrile O1C(CCCC1)O[C@@H](C)C=1N(C=CN1)CC1=NOC(=C1)C1=CC=C(C=C1)C#CC=1C=CC(=NC1)CN1CC2C(C2C1)C#N